4-oxotetrahydrofuran-3-carbonitrile O=C1C(COC1)C#N